4-(trifluoromethyl)1-(1-((6-(trifluoromethyl)benzo[b]thiophen-2-yl)methyl)-1,8-diazaspiro[4.5]decane-8-carbonyl)-1H-pyrazole-3-carboxylic acid FC(C=1C(=NN(C1)C(=O)N1CCC2(CCCN2CC2=CC3=C(S2)C=C(C=C3)C(F)(F)F)CC1)C(=O)O)(F)F